BrC1=C(C=C(C=C1)F)C 1-Bromo-4-fluoro-2-methyl-benzene